FC(OC1=CC=C(C=C1)C=1C=C(C(N(N1)C=1C=NC=CC1)=O)C(=O)N[C@H](CO)C)F 6-[4-(Difluoromethoxy)phenyl]-N-[(2S)-1-hydroxypropan-2-yl]-3-oxo-2-(pyridin-3-yl)-2,3-dihydropyridazine-4-carboxamide